methyl 5-amino-4-bromo-2-chlorobenzoate NC=1C(=CC(=C(C(=O)OC)C1)Cl)Br